3-{4-[(2-amino-5-pyrimidinyl)oxy]phenyl}-1-[3-(difluoromethoxy)phenyl]-2,4-imidazolidinedione NC1=NC=C(C=N1)OC1=CC=C(C=C1)N1C(N(CC1=O)C1=CC(=CC=C1)OC(F)F)=O